(R)-6'-hydroxy-3'-(3-(hydroxyamino)propyl)-2',4',6'-trimethylspiro[cyclopropane-1,5'-inden]-7'(6'H)-one O[C@@]1(C2(C(=C3C(=C(C=C3C1=O)C)CCCNO)C)CC2)C